N2-(1H-indazol-6-yl)-N4-methyl-5-(trifluoromethyl)pyrimidine-2,4-diamine N1N=CC2=CC=C(C=C12)NC1=NC=C(C(=N1)NC)C(F)(F)F